2-{[3-({2-[(2,4-dichlorophenoxy)methyl]pyridin-4-yl}methyl)azetidin-1-yl]methyl}-1-[(1,3-oxazol-2-yl)methyl]-1H-1,3-benzodiazole-6-carboxylic acid ClC1=C(OCC2=NC=CC(=C2)CC2CN(C2)CC2=NC3=C(N2CC=2OC=CN2)C=C(C=C3)C(=O)O)C=CC(=C1)Cl